C[Si](OCCCC)(C)C trimethyl-(n-butoxy)silane